CN(C(CCN(C1=CC=C(C=C1)N\C(=C\1/C(NC2=C1C=NC(=C2)C(=O)OC)=O)\C2=CC=CC=C2)C)=O)C (Z)-methyl 3-(((4-((3-(dimethylamino)-3-oxopropyl) (methyl) amino) phenyl) amino) (phenyl) methylene)-2-oxo-2,3-dihydro-1H-pyrrolo[3,2-c]pyridine-6-carboxylate